(5RS)-2-[3-Fluoro-5-(trifluoromethyl)benzyl]-3-oxo-2,3,5,6,7,8-hexahydro[1,2,4]triazolo[4,3-a]pyridine-5-carboxylic acid FC=1C=C(CN2N=C3N([C@H](CCC3)C(=O)O)C2=O)C=C(C1)C(F)(F)F |r|